COC=1C=C(C=C(C1)OC)C(=O)C=1N=C(SC1)C1=CC=CC=C1 (3,5-Dimethoxyphenyl)(2-phenylthiazol-4-yl)-methanone